2-methyl-2-azabicyclo[3.1.0]hexan-3-one CN1C2CC2CC1=O